(1S,3S)-3-((2-Methyl-6-(1-methyl-5-(((((S)-2-methylbutoxy)carbonyl)amino)methyl)-1H-pyrazol-4-yl)pyridin-3-yl)oxy)cyclohexan CC1=NC(=CC=C1OC1CCCCC1)C=1C=NN(C1CNC(=O)OC[C@H](CC)C)C